The molecule is an amino acid zwitterion, obtained by transfer of a proton from the carboxylic acid group to the amino group of 6-amino-5-oxocyclohex-2-ene-1-carboxylic acid zwitterion. It is a tautomer of a 6-amino-5-oxocyclohex-2-ene-1-carboxylic acid. C1C=CC(C(C1=O)[NH3+])C(=O)[O-]